CC1(CCC(CC1)C=1SC=CN1)C 2-(4,4-dimethylcyclohexyl)thiazole